(E)-N'-hydroxy-2-methoxy-3-nitrobenzamidine O/N=C(\C1=C(C(=CC=C1)[N+](=O)[O-])OC)/N